BrC1=CC(=CC=2C=COC21)COC2=C(C=CC(=C2)CNC(CC(C)C)=O)CC(=O)OCC ethyl 2-(2-((7-bromobenzofuran-5-yl)methoxy)-4-((3-methylbutanamido)methyl)phenyl)acetate